BrC1=CC=CC(=N1)NC(=O)C1SCCN1 N-(6-bromopyridin-2-yl)thiazolidine-2-carboxamide